C(=O)([O-])C(O)C(O)C(=O)[O-].[Na+].[K+] potassium sodium tartrate